ClC=1C=C2C(=NC(=NC2=C(C1C1=C2C=NNC2=CC=C1C)OC1CC(C1)(F)F)OC1CCN(CC1)C)N1CCNCC1 6-chloro-8-(3,3-difluorocyclobutoxy)-7-(5-methyl-1H-indazol-4-yl)-2-((1-methylpiperidin-4-yl)oxy)-4-(piperazin-1-yl)quinazoline